C(C)NC(=O)NC1=NC=NC(=C1)CN1CCC(CC1)C=1C(=NC(=CC1)C=1NC=CN1)F 1-ethyl-3-(6-((4-(2-fluoro-6-(1H-imidazol-2-yl)pyridin-3-yl)piperidin-1-yl)methyl)pyrimidin-4-yl)urea